C(C)(C)(C)OC(=O)N(C(C(=O)O)CC1=CC=C(C=C1)C(F)(F)F)C 2-[tert-butoxycarbonyl(methyl)amino]-3-[4-(trifluoromethyl)phenyl]propanoic acid